C1(=CC=CC=C1)C1=NN=C(S1)CN (5-phenyl-1,3,4-thiadiazol-2-yl)methanamine